ClC1=C(C=CC=C1)CC(=O)NC1=CC(=C(C=C1)COC=1N(C=CN1)C)S(N)(=O)=O 2-(2-chlorophenyl)-N-(4-(((1-methyl-1H-imidazol-2-yl)oxy)methyl)-3-sulfamylphenyl)acetamide